1-cyclohexyl-1-phenyl-3-piperidin-1-ylpropan-1-ol C1(CCCCC1)C(CCN1CCCCC1)(O)C1=CC=CC=C1